(R)-N-(3-fluoro-2'-hydroxy-3'-(2-(3-hydroxypyrrolidin-1-yl)pyridin-4-yl)-[1,1'-biphenyl]-4-yl)acetamide FC=1C=C(C=CC1NC(C)=O)C1=C(C(=CC=C1)C1=CC(=NC=C1)N1C[C@@H](CC1)O)O